C(#N)C1=CC=C(CN2N=CC(=C2)C(=O)N2CC3(CN(C3)C(=O)C3(CC3)C(F)(F)F)C(C2)C(=O)OCC)C=C1 ethyl 6-(1-(4-cyanobenzyl)-1H-pyrazole-4-carbonyl)-2-(1-(trifluoromethyl)cyclopropane-1-carbonyl)-2,6-diazaspiro[3.4]octane-8-carboxylate